C(C)(C)(C)P(C1=CC=NN1C=1C(=NN(C1C1=CC=CC=C1)C1=CC=CC=C1)C1=CC=CC=C1)C(C)(C)C 5-(di-tert-butylphosphino)-1',3',5'-triphenyl-1'H-1,4'-bipyrazole